C[C@H]1N(C[C@@H]2N(C1=O)CCN(C2)C(=O)OC(C)(C)C)C(=O)OCC2=CC=CC=C2 |r| 2-benzyl 8-(tert-butyl) (3R/S,9aR/S)-3-methyl-4-oxohexahydro-2H-pyrazino[1,2-a]pyrazine-2,8(1H)-dicarboxylate